1-(((4-nitrophenoxy)carbonyl)oxy)ethyl-pivaloyl-indene [N+](=O)([O-])C1=CC=C(OC(=O)OC(C)C=2C(C3=CC=CC=C3C2)C(C(C)(C)C)=O)C=C1